C(C1=CC=CC=C1)NC=1C(CN(CC1)C(=O)OC(C)(C)C)C(=O)OCC 1-tert-butyl 3-ethyl 4-(benzylamino)-2,3-dihydropyridine-1,3(6H)-dicarboxylate